tert-butyl 4-[2-(6-bromo-4-oxo-quinazolin-3-yl)ethyl]piperidine-1-carboxylate BrC=1C=C2C(N(C=NC2=CC1)CCC1CCN(CC1)C(=O)OC(C)(C)C)=O